BrC=1C=CC=C2C=CN(C(C12)=O)CC(=O)NCC(F)(F)F 2-(8-Bromo-1-oxo-2-isoquinolyl)-N-(2,2,2-trifluoroethyl)acetamide